ClC1=C(C(=CC=C1)F)C=1C=C2C(=NN(C2=CC1)C(C1=CC=CC=C1)(C1=CC=CC=C1)C1=CC=CC=C1)NC(=O)C1CN(CCC1)CCCNC(OC(C)(C)C)=O Tert-butyl [3-(3-{[5-(2-chloro-6-fluorophenyl)-1-trityl-1H-indazol-3-yl] carbamoyl} piperidin-1-yl) propyl]-carbamate